6-isopropoxy-2-(1-methyl-2-oxabicyclo[2.1.1]hex-4-yl)-N-(1-(1-methylcyclopropyl)-2-oxo-1,2-dihydropyridin-3-yl)-2H-pyrazolo[3,4-b]pyridine-5-carboxamide C(C)(C)OC=1C(=CC=2C(N1)=NN(C2)C21COC(C2)(C1)C)C(=O)NC=1C(N(C=CC1)C1(CC1)C)=O